2-(4-Methylphenyl)[1,2,4]triazolo[1,5-c]quinazolin-5(6H)-one CC1=CC=C(C=C1)C1=NN2C(NC=3C=CC=CC3C2=N1)=O